ethyl 2-(4-((tert-butyldimethylsilyl)-oxy)cyclohexyl)acetate [Si](C)(C)(C(C)(C)C)OC1CCC(CC1)CC(=O)OCC